(7R,14R)-1-(difluoromethoxy)-11-((1-(2-hydroxyethyl)-1H-pyrazol-4-yl)ethynyl)-6-(methyl-d3)-6,7-dihydro-7,14-methanobenzo[f]benzo[4,5]imidazo[1,2-a][1,4]diazocin-5(14H)-one FC(OC1=CC=CC=2C(N([C@H]3C=4N([C@@H](C21)C3)C3=C(N4)C=CC(=C3)C#CC=3C=NN(C3)CCO)C([2H])([2H])[2H])=O)F